CN1C=NC=C1C=1C=CC=2N(C1)C(=NN2)[C@@H]2C[C@@H](CCC2)C2=C(C(=NC(=N2)N)OC2COC2)C(F)(F)F [(1R,3S)-3-[6-(3-methylimidazol-4-yl)-[1,2,4]triazolo[4,3-a]pyridin-3-yl]cyclohexyl]-4-(oxetan-3-yloxy)-5-(trifluoromethyl)pyrimidin-2-amine